CNC=1N=CC(=C2C=C(N=CC12)NC(=O)C1CC1)C(=O)N1CCCC1 N-(8-(methylamino)-5-(pyrrolidine-1-carbonyl)-2,7-naphthyridin-3-yl)cyclopropanecarboxamide